COC(N[C@@H](CC\C=C\C(=O)N(C)C)C(NC=1C(N(C=CC1)CC1=NC2=C(N1)C=CC=C2CC(C)C)=O)=O)=O Methyl-N-[(E,1S)-6-(dimethylamino)-1-[[1-[(4-isobutyl-1H-benzimidazol-2-yl)methyl]-2-oxo-3-pyridyl]carbamoyl]-6-oxo-hex-4-enyl]carbamat